eicosane-1,16-diol C(CCCCCCCCCCCCCCC(CCCC)O)O